S1C=NC2=C1C=1C=CC(=CC1OC2)CC(=O)N[C@H]2N(C[C@@H](C2)O)C([C@H](C(C)(C)C)NC(OC(C)(C)C)=O)=O tert-Butyl ((S)-1-((2S,4R)-2-(((4H-chromeno[3,4-d]thiazol-7-yl)methyl)formamido)-4-hydroxypyrrolidin-1-yl)-3,3-dimethyl-1-oxobutan-2-yl)carbamate